(R/S)-N-(2-(4-((1-(hydroxymethyl)cyclobutyl)amino)-5-oxido-6,7-dihydrothieno[3,2-d]pyrimidin-2-yl)isoindolin-5-yl)methanesulfonamide OCC1(CCC1)NC=1C2=C(N=C(N1)N1CC3=CC=C(C=C3C1)NS(=O)(=O)C)CC[S@]2=O |r|